N-[(2R,3S)-4-(tert-butyldiphenylsilyloxy)-1-hydroxy-3-methoxybutan-2-yl]carbamic acid tert-butyl ester C(C)(C)(C)OC(N[C@H](CO)[C@@H](CO[Si](C1=CC=CC=C1)(C1=CC=CC=C1)C(C)(C)C)OC)=O